OC1=CC=2SC3NC(=CN3C2C=C1)C(=O)O 10-Hydroxy-7-thia-2,5-diazatricyclo[6.4.0.02,6]dodeca-1(8),3,9,11-tetraene-4-carboxylic acid